I\C=C/C(=O)O (Z)-3-iodoacrylic acid